3-isocyanato-3'-(trifluoromethyl)-1,1'-biphenyl N(=C=O)C=1C=C(C=CC1)C1=CC(=CC=C1)C(F)(F)F